C1(CC1)C1=CC(=NN1)C1=CN=C2N1N=C(C=C2)NC21CCC(CC2)(CC1)C(=O)OC methyl 4-((3-(5-cyclopropyl-1H-pyrazol-3-yl)imidazo[1,2-b]pyridazin-6-yl)amino)bicyclo[2.2.2]octane-1-carboxylate